C(C)(C)(C)OC(=O)N1[C@@H](CN(CC1)C=1C2=C(N=CN1)N(C=C2N2[C@H](CCC2)CO)C2=CC(=CC=C2)Cl)C (R)-4-(7-(3-chlorophenyl)-5-((R)-2-(hydroxymethyl)pyrrolidin-1-yl)-7H-pyrrolo[2,3-d]pyrimidin-4-yl)-2-methylpiperazine-1-carboxylic acid tert-butyl ester